ClC=1C=C(C=CC1)CS(=O)(=O)NC1=C(C=CC(=C1)C(=O)N1CCC(CC1)C1=CC=C(C=C1)OC=1N=NC(=CC1)C(F)(F)F)N1CCN(CC1)CC 1-(3-chlorophenyl)-N-(2-(4-ethylpiperazin-1-yl)-5-(4-(4-((6-(trifluoromethyl)pyridazin-3-yl)oxy)-phenyl)piperidine-1-carbonyl)phenyl)methanesulfonamide